NC1=NC=2C=C(C(=CC2C2=C1C=NN2C)C(=O)N(C2COC1=C2C=CC(=C1)C#CC=1C=NC=CC1C)C)F 4-amino-7-fluoro-N,1-dimethyl-N-(6-((4-methylpyridin-3-yl)ethynyl)-2,3-dihydrobenzofuran-3-yl)-1H-pyrazolo[4,3-c]quinoline-8-carboxamide